ethyl (R)-2-(3-chloropropyl)-3-(difluoromethylene)pyrrolidin-2-carboxylate ClCCC[C@]1(NCCC1=C(F)F)C(=O)OCC